C(C)(C)(C)OC(C(CCOC)N1C(C=C(C(=C1)OC)C1=C(C=CC(=C1)Cl)C=1N=COC1)=O)=O 2-{4-[5-chloro-2-(1,3-oxazol-4-yl)phenyl]-5-methoxy-2-oxopyridin-1(2H)-yl}-4-methoxybutyric acid tert-butyl ester